C(#N)C(C(=O)OCC(C)C)(C(C(=O)OCC(C)C)CC(C)C)CC(C)C diisobutyl 2-cyano-2,3-diisobutylsuccinate